[O-]P([O-])(=O)OP(=O)([O-])O.[K+].[K+].[K+] Tripotassium pyrophosphate